N-(3-{2-[1-hydroxybutyl]-4-methylpyrimidin-5-yl}-1,6-naphthyridin-7-yl)cyclopropanecarboxamide OC(CCC)C1=NC=C(C(=N1)C)C=1C=NC2=CC(=NC=C2C1)NC(=O)C1CC1